2-Fluoroethyl (5-(2-fluoro-5-((4-oxo-3,4-dihydrophthalazin-1-yl)methyl) phenyl)-1H-benzoimidazol-2-yl)carbamate FC1=C(C=C(C=C1)CC1=NNC(C2=CC=CC=C12)=O)C1=CC2=C(NC(=N2)NC(OCCF)=O)C=C1